FC=1C=C(SC1C(NC=1C=C(C=2N(C1)C=C(N2)C)F)=O)N2CCN(C1(CC1)C2)C(=O)OC(C)(C)C tert-butyl 7-[4-fluoro-5-([8-fluoro-2-methylimidazo[1,2-a]pyridin-6-yl]carbamoyl)thiophen-2-yl]-4,7-diazaspiro[2.5]octane-4-carboxylate